ClC1=NN(N=C1)C1=C2C=C(N(C2=C(C=C1C(F)(F)F)F)C(=O)OC(C)(C)C)SCC1=CC=C(C=C1)OC tert-butyl 4-(4-chloro-2H-1,2,3-triazol-2-yl)-7-fluoro-2-((4-methoxybenzyl)thio)-5-(trifluoromethyl)-1H-indole-1-carboxylate